10-hydroxy-8-octadecenoic acid OC(C=CCCCCCCC(=O)O)CCCCCCCC